N,N-dimethylamino-2-ethyl acrylate C(C=C)(=O)OC(C)N(C)C